BrC=1C=CC(=NC1OC)C(=O)O 5-bromo-6-methoxy-pyridine-2-carboxylic acid